O[C@@H]1N(CCCC1)C(=O)O (2s,5s)-hydroxypiperidinecarboxylic acid